3-(1H-pyrazol-3-yl)pyrrolidine-1-carboxamide N1N=C(C=C1)C1CN(CC1)C(=O)N